tert-butyl 2-[methyl(m-tolyl)carbamoyl]-2,3-dihydropyrrolo[2,3-b]pyridine-1-carboxylate CN(C(=O)C1CC=2C(=NC=CC2)N1C(=O)OC(C)(C)C)C=1C=C(C=CC1)C